Cl.CC1(CNC1)OC(F)(F)F 3-methyl-3-(trifluoromethoxy)azetidine hydrochloride